C(#N)[C@]1(OCCC1)C(=O)N1CC2(CC2)[C@@H]([C@@H]1CC=1C(=C(C=CC1)C1=CC=CC=C1)F)NS(=O)(=O)CF N-((6S,7S)-5-((S)-2-cyanotetrahydrofuran-2-carbonyl)-6-((2-fluoro-[1,1'-biphenyl]-3-yl)methyl)-5-azaspiro[2.4]heptan-7-yl)-1-fluoromethanesulfonamide